C(C1=CC=CC=C1)(C1=CC=CC=C1)N1CC(C1)N1N=C(C=C1)C(=O)NC1CC1 1-(1-benzhydrylazetidin-3-yl)-N-cyclopropyl-1H-pyrazole-3-carboxamide